2,2',2''-(10-((2S,3S,4S)-1-(2-(9H-fluoren-9-yl)acetoxy)-2-carboxy-4-hydroxypyrrolidin-3-yl)-1,4,7,10-tetraazacyclododecane-1,4,7-triyl)triacetic acid C1=CC=CC=2C3=CC=CC=C3C(C12)CC(=O)ON1[C@@H]([C@@H]([C@H](C1)O)N1CCN(CCN(CCN(CC1)CC(=O)O)CC(=O)O)CC(=O)O)C(=O)O